dibutyl [2,2'-bipyridine]-4,4'-dicarboxylate N1=C(C=C(C=C1)C(=O)OCCCC)C1=NC=CC(=C1)C(=O)OCCCC